3-(4-(2,6-diazaspiro[3.3]heptan-2-yl)phenyl)piperidine-2,6-dione C1N(CC12CNC2)C2=CC=C(C=C2)C2C(NC(CC2)=O)=O